C1(CC1)C1=CC=C(C=C1)C=1C=C(C(=NC1)N1N=C2C(C=NC(=C2)SC(F)(F)F)=C1)S(=O)(=O)CC 5-(4-cyclopropylphenyl)-3-(ethanesulfonyl)-2-[6-[(trifluoromethyl)thio]pyrazolo[4,3-c]pyridin-2-yl]pyridine